6-(10,11-dihydro-5H-dibenzo[b,f]azepin-5-yl)-2-(tricosan-12-yl)-1H-benzo[de]isoquinoline-1,3(2H)-dione C1=CC=CC=2N(C3=C(CCC21)C=CC=C3)C=3C=CC=2C(N(C(C1=CC=CC3C21)=O)C(CCCCCCCCCCC)CCCCCCCCCCC)=O